CN(C1=CC=C(C=C1)C1=CC=C(S1)C=O)C 5-(4-dimethylaminophenyl)thiophene-2-carbaldehyde